Cl.O[C@H]1[C@H](NCC1)C(=O)N(C=1C=C(C=CC1)C)C (2S,3R)-3-hydroxy-N-methyl-N-(m-tolyl)pyrrolidine-2-carboxamide hydrochloride